(3R,4S)-4-[(methylsulfanyl)methyl]-3-pyrrolidinol CSC[C@@H]1[C@H](CNC1)O